CCCCCCCCCCCCCCCCCCCCCCCC(=O)N[C@@H](CO)[C@@H](/C=C/CCCCCCCCCCCCC)O The molecule is a N-acylsphingosine in which the ceramide N-acyl group is specified as tetracosanoyl. It has a role as a mouse metabolite. It is a N-acylsphingosine, a Cer(d42:1) and a N-(very-long-chain fatty acyl)-sphingoid base. It derives from a tetracosanoic acid.